ClC1=C(C(=CC=C1F)C#N)CC(=O)O 2-(2-chloro-6-cyano-3-fluorophenyl)acetic acid